C(C1=CC=CC=C1)OC1=C(C=CC=C1)S(=O)(=O)C/C(=C/CN)/F (Z)-4-((2-(Benzyloxy)phenyl)sulfonyl)-3-fluorobut-2-en-1-amin